C(=O)O.ClC=1C=C2CCC[C@@]3(C2=C(C1)C1=C2C(=NC=C1)C=C(S2)CN2C(CCC2=O)=O)CNCCO3 (R)-1-((7-(6'-chloro-3',4'-dihydro-2'H-spiro[morpholine-2,1'-naphthalen]-8'-yl)thieno[3,2-b]pyridin-2-yl)methyl)pyrrolidine-2,5-dione, formic acid salt